2-(4-methylphenyl)-1,1-difluoroethylene CC1=CC=C(C=C1)C=C(F)F